N'-(2,5-dimethyl-4-{3-[(2,2,2-trifluoroethyl)sulfanyl]phenoxy}phenyl)-N-ethyl-N-methylimidoformamide CC1=C(C=C(C(=C1)OC1=CC(=CC=C1)SCC(F)(F)F)C)N=CN(C)CC